[N+](=O)([O-])C1(CC=C(C=C1)C(C)C)C para-nitrocymene